FC1=C(OC2=CC=C(C=N2)CN2C(OC[C@@H]2C)=O)C=CC(=C1)C (4S)-3-{[6-(2-fluoro-4-methylphenoxy)pyridin-3-yl]methyl}-4-methyl-1,3-oxazolidin-2-one